1-[2-(1-chlorocyclopropyl)-3-(2-Fluorophenyl)-2-hydroxypropyl]-1H-imidazole-5-carbonitrile ClC1(CC1)C(CN1C=NC=C1C#N)(CC1=C(C=CC=C1)F)O